1-(2-(3-Fluoro-5-(trifluoromethyl)benzyl)pyridin-4-yl)-3-(trifluoromethyl)-1H-pyrazol-4-carboxamid FC=1C=C(CC2=NC=CC(=C2)N2N=C(C(=C2)C(=O)N)C(F)(F)F)C=C(C1)C(F)(F)F